COC(=O)C=1NC=C(C1C)C1=NN(C=C1)C(C)C 4-(1-isopropyl-1H-pyrazol-3-yl)-3-methyl-1H-pyrrole-2-carboxylic acid methyl ester